FC1=C(C=C(C=C1)C=1C=C2C(=NC1)C=NN2)C 6-(4-fluoro-3-methylphenyl)-1H-pyrazolo[4,3-b]pyridine